5-(5-Chloro-2-isopropyl-4-methoxy-benzyl)-N*2*-phenethyl-pyrimidine-2,4-diamine ClC=1C(=CC(=C(CC=2C(=NC(=NC2)NCCC2=CC=CC=C2)N)C1)C(C)C)OC